2-diphenylphosphinomethyl-1-phenylsulfonyl-1H-indol-3-yl-naphthalen-1-ylmethyl-2-methylpropan-2-sulfinamide C1(=CC=CC=C1)P(C1=CC=CC=C1)CC=1N(C2=CC=CC=C2C1C(C(C)(S(=O)N)C)CC1=CC=CC2=CC=CC=C12)S(=O)(=O)C1=CC=CC=C1